CNC=1C(=CC=CC1C)C N-methyl-2,6-xylidine